(4-(benzyloxy)-3-isopropylphenyl)(2,6-dichloro-4-(methoxymethoxy)phenyl)methanol C(C1=CC=CC=C1)OC1=C(C=C(C=C1)C(O)C1=C(C=C(C=C1Cl)OCOC)Cl)C(C)C